3-oxa-2-thia-1-azaspiro[4.4]nonane-1-carboxylic acid tert-butyl ester 2,2-dioxide C(C)(C)(C)OC(=O)N1S(OCC12CCCC2)(=O)=O